3-phenyl-5,6,7,8-tetrahydropyrido[1,2-a]purin-10(3H)-one C1(=CC=CC=C1)N1C=2N=C3N(C(C2N=C1)=O)CCCC3